Cl.ClC12CC3(CC(C4=C(C(C1)C3)C=C(C(=C4)OC)OC)C2)N 9-chloro-2,3-dimethoxy-5,6,8,9,10,11-hexahydro-7H-5,9:7,11-dimethanobenzo[9]annulen-7-amine hydrochloride